Oxygen nitrogen [N].[O]